C(C=C)(=O)OC(C)C1=CC(=C(OCCCC(=O)OCCOCCOC(CCCOC2=C(C=C(C(=C2)[N+](=O)[O-])C(C)OC(C=C)=O)OC)=O)C=C1[N+](=O)[O-])OC Oxybis(ethane-2,1-diyl) bis(4-(4-(1-(acryloyloxy) ethyl)-2-methoxy-5-nitrophenoxy) butyrate)